1-((2-(trimethylsilyl)ethoxy)methyl)-1H-indole-6-carboxylic acid C[Si](CCOCN1C=CC2=CC=C(C=C12)C(=O)O)(C)C